C1(CC1)C1=NN(C=C1NC1=NC=C(C(=N1)C1=CC=2C(NCCC2S1)=O)C(F)(F)F)C1CCN(CC1)C(=O)OC(C)(C)C tert-butyl 4-(3-cyclopropyl-4-((4-(4-oxo-4,5,6,7-tetrahydrothieno[3,2-c]pyridin-2-yl)-5-(trifluoromethyl)pyrimidin-2-yl)amino)-1H-pyrazol-1-yl)piperidine-1-carboxylate